17-((R)-5-(2H-tetrazol-5-yl) pentan-2-yl)-3-hydroxy-10,13-dimethylhexadecahydro-1H-cyclopenta[a]phenanthren-7-yl acetate C(C)(=O)OC1CC2CC(CCC2(C2CCC3(C(CCC3C12)[C@H](C)CCCC=1N=NNN1)C)C)O